[(4-hydroxybutyl)(methyl)amino]methane OCCCCN(C)C